FC(C1=CC(=C(C=O)C=C1)C1=C(C=CC=C1)C#N)(F)F 4-trifluoromethyl-2-(2-cyanophenyl)benzaldehyde